C(C)(C)[Si](OC(C(C=CC=CC#C[Si](C)(C)C)O)CCCCC)(C(C)C)C(C)C 8-((triisopropylsilyl)oxy)-1-(trimethylsilyl)trideca-3,5-dien-1-yn-7-ol